CN1N=C(C2=CC=C(C=C12)N1CCNCC1)N1C(NC(CC1)=O)=O 1-(1-methyl-6-(piperazine-1-yl)-1H-indazole-3-yl)dihydropyrimidine-2,4(1H,3H)-dione